N-(1-(2-aminoethyl)piperidin-4-yl)-3-(1H-benzo[d]imidazol-2-yl)-1H-indazole-5-carboxamide NCCN1CCC(CC1)NC(=O)C=1C=C2C(=NNC2=CC1)C1=NC2=C(N1)C=CC=C2